ClC1=C(C2=C(C=3CN4[C@@H](COC31)CN(CC4)C(C=C)=O)N(C=N2)C)C2=C(C=CC=C2O)Cl 1-[(7aR)-5-Chloro-4-(2-chloro-6-hydroxyphenyl)-1-methyl-1,7a,8,10,11,13-hexahydroimidazo[4,5-g]pyrazino[2,1-c][1,4]benzoxazepin-9(7H)-yl]prop-2-en-1-one